C1=CC(=CC=C1[N+](=O)[O-])F 4-fluoronitrobenzene